ethyl 2-amino-3-[(2-amino-3-ethoxycarbonyl-5-methoxy-phenyl) disulfanyl]-5-methoxy-benzoate NC1=C(C(=O)OCC)C=C(C=C1SSC1=C(C(=CC(=C1)OC)C(=O)OCC)N)OC